CC1=CN=C(O1)C1CN(C1)[C@@H]1[C@@H](CCC1)OC=1C=C2CN(C(C2=CC1)=O)C12C(NC(C(C1)C2)=O)=O (5-(((cis)-2-(3-(5-meth-yloxazol-2-yl)azetidin-1-yl)-cyclopentyl)oxy)-1-oxoisoindolin-2-yl)-3-azabicyclo[3.1.1]heptane-2,4-dione